2-(2-(((5-chloro-2-cyanophenyl)amino)-2-oxoacetamido)-3-phenylpropionamido)benzoic acid tert-butyl ester C(C)(C)(C)OC(C1=C(C=CC=C1)NC(C(CC1=CC=CC=C1)NC(C(=O)NC1=C(C=CC(=C1)Cl)C#N)=O)=O)=O